O=C1N[C@@H]2[C@H](N1)CS[C@@H]2CCCCC(=O)NCCCCCC2=C(SC(=C2)C(=O)N)C(=O)N 5-(((3aR,4R,6aS)-2-oxohexahydro-1H-thieno[3,4-d]imidazol-4-yl)pentanamido)pentylthiophene-2,5-dicarboxamide